NC1=C(C(=O)OC)C=CN=C1 methyl 3-aminoisonicotinate